ClC1=NC(=CC(=N1)N1C(CCC1)CO)Cl (1-(2,6-dichloropyrimidin-4-yl)pyrrolidin-2-yl)methanol